(4-chloro-2-methylquinolin-6-yl)methanol ClC1=CC(=NC2=CC=C(C=C12)CO)C